OC1=CC=C(C=C1)C1(CCCCC1)C1=CC=C(C=C1)O 1,1-bis-(4-hydroxyphenyl)cyclohexane